tert-butyl 2,4-dichloro-5,6,7,8-tetrahydro-1,3,6-triaza-6-naphthoate ClC1=NC=2CCN(CC2C(=N1)Cl)C(=O)OC(C)(C)C